Tert-butyl (2S)-2-[2-(5-amino-2H-pyrazol-3-yl)-3-methoxyphenoxymethyl]morpholine-4-carboxylate NC=1C=C(NN1)C1=C(OC[C@@H]2CN(CCO2)C(=O)OC(C)(C)C)C=CC=C1OC